1-(benzyloxy)-2-bromo-3-nitrophenol C(C1=CC=CC=C1)OC1(C(C(=CC=C1)[N+](=O)[O-])Br)O